COC1=C(OCCCCCCOC(=O)C(=C)C)C=CC(=C1)C(=O)OC1=CC=C(C=C1)\C=C\C(=O)OC 1-[6-[2-methoxy-4-[4-[(E)-2-methoxycarbonyl-vinyl]-phenoxycarbonyl]-phenoxy]-hexyloxycarbonyl]-1-methyl-ethylene